COC1=CC=C(C=N1)NC(O[C@H](C)[C@H](C)OC1=CC2=C(N=C(S2)C=2C=C(C=C3C=C(C=NC23)OC)Cl)C(=C1F)Cl)=O (2R,3S)-3-((4-chloro-2-(6-chloro-3-methoxyquinolin-8-yl)-5-fluorobenzo[d]thiazol-6-yl) oxy)butan-2-yl (6-methoxypyridin-3-yl)carbamate